2-(1,1-dimethoxyethyl)-5-iodo-thiazole COC(C)(OC)C=1SC(=CN1)I